5-chloro-3-((3R,9aS)-8-(2-chloro-3-(4-fluoro-1H-pyrazol-3-yl)benzoyl)octahydropyrazino[2,1-c][1,4]oxazin-3-yl)pyridin-2(1H)-one ClC=1C=C(C(NC1)=O)[C@@H]1CN2[C@H](CO1)CN(CC2)C(C2=C(C(=CC=C2)C2=NNC=C2F)Cl)=O